(5-(isobutylsulfonyl)-1,4,5,6,7,8-hexahydropyrazolo[4,3-c]azepin-3-yl)(4-(2-(trifluoromethyl)phenyl)piperidin-1-yl)methanone C(C(C)C)S(=O)(=O)N1CC2=C(CCC1)NN=C2C(=O)N2CCC(CC2)C2=C(C=CC=C2)C(F)(F)F